(1-((benzyloxy)carbonyl)piperidin-4-yl)methanesulfonic acid C(C1=CC=CC=C1)OC(=O)N1CCC(CC1)CS(=O)(=O)O